ClC1=CC=2N(C=C1)N=CC2C2=NC(=CC(=C2)F)N2CCNCC2 5-chloro-3-(4-fluoro-6-(piperazin-1-yl)pyridin-2-yl)pyrazolo[1,5-a]pyridine